5-(2-((4-ethyl-1-(methylsulfonyl)piperidin-4-yl)amino)-2-oxoacetyl)-N-(4-fluoro-3-methylphenyl)-1,2,4-trimethyl-1H-pyrrole-3-carboxamide C(C)C1(CCN(CC1)S(=O)(=O)C)NC(C(=O)C1=C(C(=C(N1C)C)C(=O)NC1=CC(=C(C=C1)F)C)C)=O